dimethyl-bis(N-ethylacetamido)silane C[Si](N(C(C)=O)CC)(N(C(C)=O)CC)C